ClC1=CC(=C(N=N1)SC(CO)(C)C)NCC1=C(C=C(C=C1)OC)OC 2-[(6-chloro-4-{[(2,4-dimethoxyphenyl)methyl]amino}pyridazin-3-yl)sulfanyl]-2-methylpropan-1-ol